NC1=C(C(=C(C(=C1C=O)N)C=O)N)C=O 2,4,6-triaminobenzene-1,3,5-tricarbaldehyde